C(C)OC1=C(C=C(C=C1)B(O)O)F (4-ethoxy-3-fluoro-phenyl)boronic acid